OC=1C(=NC=C(C1CNCC(CP(O)(O)=O)C)COP(=O)(O)O)C {3-[(3-hydroxy-2-methyl-5-phosphonooxymethyl-pyridin-4-ylmethyl)-amino]-2-methyl-propyl}-phosphonic acid